2-(2-(((2-bromopyridin-4-yl)amino)methyl)-6-cyclopropylimidazo-[1,2-a]pyridin-8-yl)ethan-1-ol BrC1=NC=CC(=C1)NCC=1N=C2N(C=C(C=C2CCO)C2CC2)C1